gold-silver nickel [Ni].[Ag].[Au]